C(C)OC(=O)C=1C=C2C(C=C(NC2=CC1)C1=CC(=CC=C1)C(F)(F)F)=O 4-oxo-2-(3-(trifluoromethyl)phenyl)-1,4-dihydroquinoline-6-carboxylic acid ethyl ester